tert-butyl 2-(4-chloro-3-ethylphenyl)-3-(pyridin-4-yl)-6,7-dihydropyrazolo[1,5-a]pyrazine-5(4H)-carboxylate ClC1=C(C=C(C=C1)C1=NN2C(CN(CC2)C(=O)OC(C)(C)C)=C1C1=CC=NC=C1)CC